9-methoxy-N-methyl-8-[3-(pyrrolidin-1-yl)propoxy]-1H,2H,4H-pyrano[3,4-c]quinolin-5-amine formate C(=O)O.COC1=CC=2C3=C(C(=NC2C=C1OCCCN1CCCC1)NC)COCC3